(R)-2-((4-fluorophenyl)amino)-2-oxo-1-phenylethyl-3-amino-6-(6-(4-ethylpiperazin-1-yl)pyridin-3-yl)pyrazine FC1=CC=C(C=C1)NC([C@H](C1=CC=CC=C1)C1=NC(=CN=C1N)C=1C=NC(=CC1)N1CCN(CC1)CC)=O